(2R)-4,4-Difluoro-N-{4-[(6R)-3-(2-fluoroanilino)-5,6-dimethyl-4-oxo-4,5,6,7-tetrahydro-1H-pyrrolo[3,2-c]pyridin-2-yl]pyridin-2-yl}-2-(4-fluorophenyl)butanamid FC(C[C@@H](C(=O)NC1=NC=CC(=C1)C1=C(C=2C(N([C@@H](CC2N1)C)C)=O)NC1=C(C=CC=C1)F)C1=CC=C(C=C1)F)F